O=C(CC#N)N1CCC(CC1)C(=O)N1N=CCC1C1=CC=CC=C1 3-oxo-3-(4-(5-phenyl-4,5-dihydro-1H-pyrazole-1-carbonyl)piperidin-1-yl)propanenitrile